(1R,2S)-N-[7-chloro-6-[4-((3R,4R)-4-hydroxy-3-methyl-tetrahydrofuran-3-yl)piperazin-1-yl]-3-isoquinolinyl]-2-methyl-2-tetrahydrofuran-3-yl-cyclopropanecarboxamide ClC1=C(C=C2C=C(N=CC2=C1)NC(=O)[C@H]1[C@@](C1)(C1COCC1)C)N1CCN(CC1)[C@@]1(COC[C@@H]1O)C